2-(Dimethylamino)-N-(4-(3-isopropyl-2-(1,4,5-trimethyl-6-oxo-1,6-dihydropyridin-3-yl)-1H-indol-5-yl)cyclohexyl)acetamid CN(CC(=O)NC1CCC(CC1)C=1C=C2C(=C(NC2=CC1)C1=CN(C(C(=C1C)C)=O)C)C(C)C)C